6-bromo-N-(6-cyclopropyl-5-fluoro-2-methoxy-3-pyridinyl)pyrazolo[1,5-a]pyridine-3-sulfonamide BrC=1C=CC=2N(C1)N=CC2S(=O)(=O)NC=2C(=NC(=C(C2)F)C2CC2)OC